CC1=C(C=CC=C1C(F)(F)F)[C@@H](C)NC(=O)C1=CN(C(C=C1NC1[C@@H]2CN(C[C@H]1C2)C)=O)C2CCOCC2 N-((R)-1-(2-methyl-3-(trifluoromethyl)phenyl)ethyl)-4-(((1R,5S,6r)-3-methyl-3-azabicyclo[3.1.1]heptan-6-yl)amino)-6-oxo-1-(tetrahydro-2H-pyran-4-yl)-1,6-dihydropyridine-3-carboxamide